4-[(2-{4-[5-chloro-2-(4-chloro-1H-1,2,3-triazol-1-yl)phenyl]-5-methoxy-2-oxopyridin-1(2H)-yl}-4,4-difluorobutyryl)amino]-2-fluorobenzamide ClC=1C=CC(=C(C1)C1=CC(N(C=C1OC)C(C(=O)NC1=CC(=C(C(=O)N)C=C1)F)CC(F)F)=O)N1N=NC(=C1)Cl